NC1=C(SC(=C1)C1=CC(=CC=C1)F)C(=O)N[C@@H]1CN(CCC1)C(=O)OCCCC butyl (S)-3-(3-amino-5-(3-fluorophenyl)thiophene-2-carboxamido)piperidine-1-carboxylate